CC1CCCC2=CC(=CC(=C12)C)C 1,2,3,4-tetrahydro-1,6,8-trimethylnaphthalene